1,3,5-trimethyl-benzene CC1=CC(=CC(=C1)C)C